2-chloro-5-fluoro-4-(methylsulfonyl)pyrimidine ClC1=NC=C(C(=N1)S(=O)(=O)C)F